2,2'-(ethane-1,1-diyl)bis(1-isocyanato-4-methylbenzene) C(C)(C1=C(C=CC(=C1)C)N=C=O)C1=C(C=CC(=C1)C)N=C=O